C(C1=CC=CC=C1)C=1NC(=NN1)C(=O)NC1CCC2=C(N(C1)C)C=CC=C2 5-benzyl-N-(1-methyl-2,3,4,5-tetrahydro-1H-benzo[b]azepin-3-yl)-4H-1,2,4-triazole-3-carboxamide